C(C1=CC=CC=C1)OC(=O)N1CC(C(CC1)N1C[C@@H](CCC1)C)F (3R)-3'-fluoro-3-methyl-[1,4'-bipiperidine]-1'-carboxylic acid benzyl ester